BrC1=CC=C2C(=N1)N=C(O2)N[C@@H]2C[C@@H](CN(C2)C)O (3S,5R)-5-[(5-bromooxazolo[4,5-b]pyridin-2-yl)amino]-1-methyl-piperidin-3-ol